COC=1C=C(C=CC1)S(=O)(=O)N1C=CC2=C1N(C(N=C2)N)C2=CC=C(C=C2)N2[C@@H]1CN([C@H](C2)C1)C 7-(3-Methoxybenzenesulfonyl)-N-(4-((1S,4S)-5-methyl-2,5-diazabicyclo[2.2.1]heptan-2-yl)phenyl)-2-amino-7H-pyrrolo[2,3-d]pyrimidine